C(C1=CC=CC=C1)SC=1C=C2C=CC(N(C2=CC1)C1=C(C=C(C(=C1)F)C1(N=NCC1)C(F)(F)F)OC)=O 6-(BENZYLTHIO)-1-(5-FLUORO-2-METHOXY-4-(3-(TRIFLUOROMETHYL)-4,5-DIHYDRO-3H-PYRAZOL-3-YL)PHENYL)QUINOLIN-2(1H)-ONE